FC1=C(C(=CC(=C1)OC)F)C1=C(C(N(N1C)C1=NC(=CC=C1C(F)(F)F)NC1(CC1)CO)=O)NC(C1=CC=C(C=C1)OC(F)F)=O N-[5-(2,6-difluoro-4-methoxyphenyl)-2-(6-{[1-(hydroxymethyl)cyclopropyl]amino}-3-(trifluoromethyl)pyridin-2-yl)-1-methyl-3-oxo-2,3-dihydro-1H-pyrazol-4-yl]-4-(difluoromethoxy)benzamide